CC(C#C)(CC(C)C)O[Si](C)(C)C 3,5-dimethyl-3-trimethylsiloxy-1-hexyne